IC(C(=O)O)I bisiodoacetic acid